The molecule is a member of the class of imidazoles carrying an alpha-(biphenyl-4-yl)benzyl substituent at position 1. It is a member of imidazoles and a member of biphenyls. C1=CC=C(C=C1)C2=CC=C(C=C2)C(C3=CC=CC=C3)N4C=CN=C4